OC1=CC=2C(C3=CC=CC=C3C(C2C=C1)=O)=O 2-hydroxy-9,10-anthraquinone